(S*)-2-(2-Chloro-6-fluorophenyl)-6-(4-ethyl-3-(hydroxymethyl)-5-oxo-4,5-dihydro-1H-1,2,4-triazol-1-yl)-7-fluoro-4-(prop-1-en-2-yl)-3,4-dihydroisoquinolin ClC1=C(C(=CC=C1)F)N1CC2=CC(=C(C=C2[C@@H](C1)C(=C)C)N1N=C(N(C1=O)CC)CO)F |o1:16|